7-(1-hydroxy-7-pyrazol-1-yl-3,4-dihydro-2,5,1-benzodioxaborepin-8-yl)cinnolin-4-amine OB1OCCOC2=C1C=C(C(=C2)N2N=CC=C2)C2=CC=C1C(=CN=NC1=C2)N